C(C1=CC=CC=C1)OCCCOC=1C(=NC=C(C1)C1=NN(C2=CN=C(C=C21)Br)S(=O)(=O)CC2=CC=CC=C2)N2CCOCC2 4-(3-(3-(benzyloxy)propoxy)-5-(5-bromo-1-toluenesulfonyl-1H-pyrazolo[3,4-c]pyridin-3-yl)pyridin-2-yl)morpholine